1-(6-((4-((6-chloroquinolin-3-yl)amino)pyrimidin-2-yl)amino)-2,3-dihydro-1H-pyrrolo[3,2-b]pyridin-1-yl)-2-(dimethylamino)ethan-1-one ClC=1C=C2C=C(C=NC2=CC1)NC1=NC(=NC=C1)NC=1C=C2C(=NC1)CCN2C(CN(C)C)=O